N-{4-[(3S,5R)-3-amino-5-methylpiperidin-1-yl]-7-hydroxy-6,7-dihydro-5H-cyclopenta[b]pyridin-3-yl}-6-[2,6-difluoro-4-(tetrahydro-2H-pyran-3-yloxy)phenyl]-5-fluoropyridine-2-carboxamide N[C@@H]1CN(C[C@@H](C1)C)C1=C2C(=NC=C1NC(=O)C1=NC(=C(C=C1)F)C1=C(C=C(C=C1F)OC1COCCC1)F)C(CC2)O